C(C)(C)C1=NC=CC2=C1CN(C2=O)C2=CC(=CC=C2)[C@@H](CC2=NN=CN2C)C (R)-4-isopropyl-2-(3-(1-(4-methyl-4H-1,2,4-triazol-3-yl)propan-2-yl)phenyl)-2,3-dihydropyrrolo[3,4-c]pyridin-1-one